C(C)C1C(C1)C(=O)O 2-ethylcyclopropane-1-carboxylic acid